N-[p-(4-morpholino-1H-1,5,7-triazainden-2-yl)phenyl]1-{m-[(R)-3-amino-3-methyl-1-pyrrolidinyl]phenyl}cyclopropanecarboxamide O1CCN(CC1)C1=C2C=C(NC2=NC=N1)C1=CC=C(C=C1)NC(=O)C1(CC1)C1=CC(=CC=C1)N1C[C@](CC1)(C)N